FC1=CC=C(COC=2C=CC=3C4=C(N(C3C2)C)CCN(CC4)C(=O)OC(C)(C)C)C=C1 tert-butyl 8-((4-fluorobenzyl) oxy)-6-methyl-1,4,5,6-tetrahydroazepino[4,5-b]indole-3(2H)-carboxylate